Oxo-2'-deoxyguanosine-5'-triphosphate P(O)(=O)(OP(=O)(O)OP(=O)(O)O)OC[C@@H]1[C@H](C([C@@H](O1)N1C=NC=2C(=O)NC(N)=NC12)=O)O